glutathione platinum [Pt].N[C@H](C(=O)O)CCC(=O)N[C@@H](CS)C(=O)NCC(=O)O